2-bromo-5-methylpyridin-1-ium BrC1=[NH+]C=C(C=C1)C